1-[4-[(Dimethyl-amino)methyl]-2-isopropyl-6-methyl-phenyl]-4-[(2S,5R)-2,5-dimethyl-4-prop-2-enoyl-piperazin-1-yl]-6-fluoro-7-(2-fluoro-6-hydroxy-phenyl)pyrido[2,3-d]pyrimidin-2-one CN(C)CC1=CC(=C(C(=C1)C)N1C(N=C(C2=C1N=C(C(=C2)F)C2=C(C=CC=C2O)F)N2[C@H](CN([C@@H](C2)C)C(C=C)=O)C)=O)C(C)C